(S)-1-(6-(2,4-dioxo-1,2,3,4-tetrahydropyrimidin-5-yl)imidazo[1,2-b]pyridazin-8-yl)-4,4-difluoropyrrolidin-3-yl ((S)-1-methoxypropan-2-yl)carbamate COC[C@H](C)NC(O[C@H]1CN(CC1(F)F)C=1C=2N(N=C(C1)C=1C(NC(NC1)=O)=O)C=CN2)=O